1-(6-chloropyridin-3-yl)-3-methyl-2-oxo-2,3-dihydro-1H-benzo[d]imidazole-5-carbonitrile ClC1=CC=C(C=N1)N1C(N(C2=C1C=CC(=C2)C#N)C)=O